NC1=NC=C(C=C1O[C@H](C)C=1C=C(C=CC1)NC(C1=CC(=C(C=C1)C)C)=O)Cl (R)-N-(3-(1-((2-Amino-5-chloropyridin-3-yl)oxy)ethyl)phenyl)-3,4-dimethylbenzamid